C(CCCCC#C)OS(=O)(=O)CC.BrC1=CC=C(C=C1)[Si](C1=CC=CC=C1)(C1=CC=C(C=C1)Br)C1=CC=C(C=C1)Br tris(4-bromophenyl)(phenyl)silane hept-6-yn-1-yl-ethanesulfonate